O=C1NC(CCC1N1C(C2=CC=C(C=C2C1=O)N1CC(C1)CCO)=O)=O 2-(2,6-dioxopiperidin-3-yl)-5-[3-(2-hydroxyethyl)azetidin-1-yl]isoindole-1,3-dione